9-(4-chloro-2-fluoro-phenyl)-7-[(2R,4S)-2-(1-cyclobutylpyrazol-4-yl)tetrahydropyran-4-yl]-2,3-dimethyl-pyrazino[1,2-a]pyrimidin-4-one ClC1=CC(=C(C=C1)C1=NC(=CN2C1=NC(=C(C2=O)C)C)[C@@H]2C[C@@H](OCC2)C=2C=NN(C2)C2CCC2)F